C(C)(C)(C)C1=CC=C(CN2C=C(C3=CC(=CC=C23)[N+](=O)[O-])C#N)C=C1 1-(4-tert-butylbenzyl)-5-nitro-1H-indole-3-carbonitrile